FC=1C=C(C=NC1)C1=C(C=C(C=C1)[N+](=O)[O-])S(=O)(=O)N 2-(5-Fluoropyridin-3-yl)-5-nitrobenzenesulfonamide